2,3,4,6-tetra-O-benzyl-1-fluoro-glucose C(C1=CC=CC=C1)O[C@@H](C(=O)F)[C@@H](OCC1=CC=CC=C1)[C@H](OCC1=CC=CC=C1)[C@H](O)COCC1=CC=CC=C1